5-(2-Cyclopropylacetylamino)-2-ethoxy-N-(1-(3-methylphenyl)ethyl)benzamide C1(CC1)CC(=O)NC=1C=CC(=C(C(=O)NC(C)C2=CC(=CC=C2)C)C1)OCC